NC1=NC=CC(=C1Cl)SC=1C=2N(C(=CC1C)N1CCC3(CC1)[C@@H](C1=CC=CC=C1C3)N)C=CN2 (S)-1'-(8-((2-amino-3-chloropyridin-4-yl)thio)-7-methylimidazo[1,2-a]pyridin-5-yl)-1,3-dihydrospiro[indene-2,4'-piperidine]-1-amine